4-((7-methyl-1H-indol-3-yl)methylene)-2-phenyloxazol CC=1C=CC=C2C(=CNC12)C=C1N=C(OC1)C1=CC=CC=C1